t-butyliminocyclopentadienyl-dimethylaminoniobium C(C)(C)(C)N=[Nb](N(C)C)C1C=CC=C1